C(CCCCCCCCCCCCCCC)(=O)N1CCN(CC1)CCCCCCCCCCCCCCCC 1-(4-hexadecanoylpiperazin-1-yl)hexadecan